3-(4-acetylpiperazine-1-carbonyl)benzoic acid C(C)(=O)N1CCN(CC1)C(=O)C=1C=C(C(=O)O)C=CC1